3-[(hydroxyamino)carbonyl]-4-[(4-methoxyphenyl)sulfonyl]-1-piperazinecarboxylic acid phenylmethyl ester C1(=CC=CC=C1)COC(=O)N1CC(N(CC1)S(=O)(=O)C1=CC=C(C=C1)OC)C(=O)NO